C(N)(=N)C=1C=C(SC1)CNC(=O)[C@H]1N([C@H]2C[C@]2(C1)C)C(CNC(CCCOC1=CC=C(C(=O)OCC)C=C1)=O)=O Ethyl 4-(4-((2-((1S,3S,5S)-3-(((4-carbamimidoylthiophen-2-yl)methyl)carbamoyl)-5-methyl-2-azabicyclo[3.1.0]hexan-2-yl)-2-oxoethyl)amino)-4-oxobutoxy)benzoate